2-Chloro-N-[(3R)-1-cyclopropyl-3-piperidyl]acetamide ClCC(=O)N[C@H]1CN(CCC1)C1CC1